COC(=O)C1=CC2=CN(N=C2C=C1OCC)C 6-ethoxy-2-methyl-2H-indazole-5-carboxylic acid methyl ester